potassium (1-(4-chlorophenyl)cyclopropyl)trifluoroborate ClC1=CC=C(C=C1)C1(CC1)[B-](F)(F)F.[K+]